CC1=CC=C(C(=N1)C1=CC=C(C=C1)C1=NNC2=NC=C(C=C21)C=2C=CC1=C(CC[C@](CC1)(N1[C@@H](CCC1)C)C)C2)C#N 6-Methyl-2-(4-{5-[(7S)-7-methyl-7-[(2R)-2-methylpyrrolidin-1-yl]-6,7,8,9-tetrahydro-5H-benzo[7]annulen-2-yl]-1H-pyrazolo[3,4-b]pyridin-3-yl}phenyl)pyridine-3-carbonitrile